C1(CCCCC1)CN1[C@H]2CN(C[C@@H]1CC2)CC2=CC=1N(C=C2)N=CC1N1C(NC(CC1)=O)=O 1-(5-(((1R,5S)-8-(cyclohexylmethyl)-3,8-diazabicyclo[3.2.1]octan-3-yl)methyl)pyrazolo[1,5-a]pyridin-3-yl)dihydropyrimidine-2,4(1H,3H)-dione